ClC=1C(=CC=C2C=CC=C(C12)O)F 8-chloro-7-fluoronaphthalen-1-ol